C1OCC12CN(C2)CC2=C1C(=NC(=C2)C=2C=C3CN(C(C3=CC2)=O)C2C(NC(CC2)=O)=O)N(C=C1)C 3-(5-(4-((2-oxa-6-azaspiro[3.3]hept-6-yl)methyl)-1-methyl-1H-pyrrolo[2,3-b]pyridin-6-yl)-1-oxoisoindolin-2-yl)piperidine-2,6-dione